[Cl-].[Cl-].C1(=CC=CC=C1)C1=CC=NC2=C3N=CC=C(C3=CC=C12)C1=CC=CC=C1.C1(=CC=CC=C1)C1=CC=NC2=C3N=CC=C(C3=CC=C12)C1=CC=CC=C1.C1(=CC=CC=C1)C1=CC=NC2=C3N=CC=C(C3=CC=C12)C1=CC=CC=C1 tris(4,7-diphenyl-1,10-phenanthroline) dichloride